C1(CCCC1)C(=O)OC1=CC(C)=CC=C1C(C)C Thymyl cyclopentanecarboxylate